5-(4-(2-fluorophenoxy)phenyl)-7-((trans)-4-(4-methylpiperazin-1-yl)cyclohexyl)-7H-pyrrolo[2,3-d]pyrimidin-4-amine FC1=C(OC2=CC=C(C=C2)C2=CN(C=3N=CN=C(C32)N)[C@@H]3CC[C@H](CC3)N3CCN(CC3)C)C=CC=C1